N-{2-[(2-aminoethyl)amino]ethyl}-N'-1-naphthylsuccinamide NCCNCCNC(CCC(=O)NC1=CC=CC2=CC=CC=C12)=O